methylcyclopentadienyl-(1,5-dimethylindenyl)zirconium C[Zr](C=1C(C2=CC=C(C=C2C1)C)C)C1C=CC=C1